(R)-1-[(Sp)-R-2-(diphenylphosphino)ferrocenyl]ethyl-di-tert-butylphosphine C1(=CC=CC=C1)P(C=1[C-](C=CC1)[C@@H](C)P(C(C)(C)C)C(C)(C)C)C1=CC=CC=C1.[CH-]1C=CC=C1.[Fe+2]